NC=1C(=CC=C2C=CC(=CC12)C1=NC=CC(=C1)NC(=O)C1CCN(CC1)C)OC N-[2-(8-amino-7-methoxynaphthalen-2-yl)pyridin-4-yl]-1-methylpiperidine-4-carboxamide